COC(=O)C=1C(N(C2=NC(=CC=C2C1N)C(F)(F)F)C1=C2C=CN=C(C2=CC=C1)C)=O 4-Amino-1-(1-methylisoquinolin-5-yl)-2-oxo-7-(trifluoromethyl)-1,2-dihydro-1,8-naphthyridine-3-carboxylic acid methyl ester